ClC1=C2CCN([C@@H](C2=C(C=C1)OCC=1N(C=CN1)CC(F)(F)F)CN1C(C2=CC=CC=C2C1)=O)C(=O)C1CCCCC1 (1S,2R)-2-((S)-5-Chloro-1-((1-oxoisoindolin-2-yl)methyl)-8-((1-(2,2,2-trifluoroethyl)-1H-imidazol-2-yl)methoxy)-1,2,3,4-tetrahydroisochinolin-2-carbonyl)cyclohexan